ClC1=CC=C(OC2CCN(CC2)C(=O)N2C[C@@H]3[C@@H](OCC(N3)=O)CC2)C=C1 (4aR,8aS)-6-[4-(4-chlorophenoxy)piperidine-1-carbonyl]-4,4a,5,7,8,8a-hexahydropyrido[4,3-b][1,4]oxazin-3-one